FC=1C(=C(C=C2[C@@H](C[C@H](CC12)NC(OC(C)(C)C)=O)C)O)N1S(NC(C1)=O)(=O)=O tert-butyl [(2R,4R)-8-fluoro-6-hydroxy-4-methyl-7-(1,1,4-trioxo-1λ6,2,5-thiadiazolidin-2-yl)-1,2,3,4-tetrahydronaphthalen-2-yl]carbamate